O1C[C@@H](C2=C1C=CC=C2)C[C@H](NC(=O)[C@H]2[C@H]1CC[C@@H](C2)O1)B(O)O [(1R)-2-[(3R)-2,3-dihydro-1-benzofuran-3-yl]-1-{[(1R,2R,4S)-7-oxabicyclo[2.2.1]heptan-2-yl]formamido}ethyl]boronic acid